(M)-7-amino-8-(3-hydroxy-2-methylphenyl)quinoxaline-6-carboxamide NC1=C(C=C2N=CC=NC2=C1C1=C(C(=CC=C1)O)C)C(=O)N